CC1=NC(=CC=C1N1N=CC(=C1)N)C (2,6-dimethylpyridin-3-yl)-1H-pyrazol-4-amine